(E)-5-(3-(4-methoxyphenyl)acryloyl)-4-methylthieno[2,3-b]pyridin-6(7H)-one COC1=CC=C(C=C1)/C=C/C(=O)C1=C(C2=C(NC1=O)SC=C2)C